methyl-(2-butyl-benzofuran-3-carbonyl)-D-alaninate CN([C@H](C)C(=O)[O-])C(=O)C1=C(OC2=C1C=CC=C2)CCCC